C(C)(C)(C)OC(=O)N1CC(CC1)C1=CN=C(C=C1C(=O)OC)C1=CC=C(C=C1)F methyl 5-(1-(tert-butoxycarbonyl)pyrrolidin-3-yl)-2-(4-fluorophenyl)isonicotinate